C(C1=CC=CC=C1)[C@@H]1N=C(C=2N(C3=C1C(=C(S3)C)Br)C(=NN2)C)CC(=O)OC benzyl-(S)-3-bromo-6-(2-methoxy-2-oxoethyl)-2,9-dimethyl-4H-thieno[3,2-f][1,2,4]triazolo[4,3-a][1,4]diazepine